BrCCCCCCCCNC(OC(C)(C)C)=O tert-Butyl (8-bromooctyl)carbamate